N-(3-chlorophenyl)benzo[d]isothiazol ClC=1C=C(C=CC1)N1SC2=C(C1)C=CC=C2